tert-butyl-4-(4-((2,4-dioxo-3,4-dihydropyrimidin-1(2H)-yl)methyl)-2-fluorophenyl)piperazine-1-carboxylate C(C)(C)(C)OC(=O)N1CCN(CC1)C1=C(C=C(C=C1)CN1C(NC(C=C1)=O)=O)F